(2,6-difluorophenyl)-8-fluoro-5-methoxy[1,2,4]triazolo[1,5-c]pyrimidine-2-sulfonamide FC1=C(C(=CC=C1)F)C1=C(C=2N(C(=N1)OC)N=C(N2)S(=O)(=O)N)F